FC1=C(C=2NC3=CC(=CC=C3C2C=C1)F)C1=CC=C(C=O)C=C1 4-(2,7-difluorocarbazolyl)benzaldehyde